COCCOCCOCCOCCOCCOCCOCCOCCOCCOCCOCCOCCN(C1=CC(=C(C=O)C=C1)O)CCOCCOCCOCCOCCOCCOCCOCCOCCOCCOCCOCCOC 4-[bis[2-[2-[2-[2-[2-[2-[2-[2-[2-[2-[2-(2-methoxyethoxy)ethoxy]ethoxy]ethoxy]ethoxy]ethoxy]ethoxy]ethoxy]ethoxy]ethoxy]ethoxy]ethyl]amino]-2-hydroxy-benzaldehyde